6-(6-chloro-2,5-dimethyl-pyrimidin-4-yl)-3-(1-cyclobutylpyrazol-4-yl)-7,8-dihydro-5H-1,6-naphthyridine ClC1=C(C(=NC(=N1)C)N1CC=2C=C(C=NC2CC1)C=1C=NN(C1)C1CCC1)C